ClC1=CC=C(C=C1)NC(=O)N[C@H]1C(N(CCC1)C1=C(C=C(C=C1)C=1C(=CC=CC1)C(=O)N)F)=O 4'-[(3R)-3-{[(4-chlorophenyl)carbamoyl]amino}-2-oxopiperidin-1-yl]-3'-fluoro-[1,1'-biphenyl]-2-carboxamide